4-bromo-N-(1-(cyclopropylsulfonyl)piperidin-4-yl)pyridin-2-amine BrC1=CC(=NC=C1)NC1CCN(CC1)S(=O)(=O)C1CC1